NC(C)C1(CCN(CC1)C=1C(=NC(=C(N1)C)C1=C(C(=C(C=C1)N1CC(C1)CO)Cl)Cl)CO)C (3-(4-(1-aminoethyl)-4-methylpiperidin-1-yl)-6-(2,3-dichloro-4-(3-(hydroxymethyl)azetidin-1-yl)phenyl)-5-methylpyrazin-2-yl)methanol